FC1([C@@H]([C@@H](N(C1)C(=O)C1OCC1)CC=1C(=C(C=CC1)C1=CC=CC=C1)F)NS(=O)(=O)C1CC1)F N-[(2S,3R)-4,4-difluoro-2-[(2-fluoro[1,1'-biphenyl]-3-yl)methyl]-1-(oxetane-2-carbonyl)pyrrolidin-3-yl]cyclopropanesulfonamide